2-(2,6-dioxopiperidin-3-yl)-5-((2-(3-(4-(4-(quinoxalin-2-yl)-1H-pyrazol-1-yl)piperidine-1-carbonyl)cyclobutyl)ethyl)amino)isoindoline-1,3-dione O=C1NC(CCC1N1C(C2=CC=C(C=C2C1=O)NCCC1CC(C1)C(=O)N1CCC(CC1)N1N=CC(=C1)C1=NC2=CC=CC=C2N=C1)=O)=O